(2R)-1-(benzyloxy)-3-[4-(morpholin-4-yl) naphthalen-1-yl]-1-oxopropan-2-yl-(2S)-2-[[(tert-butoxy) carbonyl] (methyl) amino]-4-fluoro-4-methylpentanoate C(C1=CC=CC=C1)OC([C@@H](CC1=CC=C(C2=CC=CC=C12)N1CCOCC1)OC([C@H](CC(C)(C)F)N(C)C(=O)OC(C)(C)C)=O)=O